(3R,8S*)-tert-butyl-11,11-difluoro-8-(2-hydroxypropan-2-yl)-3-methyl-3,4,8,9,10,11-hexahydro-1H-pyrido[4',3':3,4]pyrazolo[1,5-a]azepine-2(7H)-carboxylate C(C)(C)(C)OC(=O)N1CC=2C(=NN3C2C(CC[C@@H](C3)C(C)(C)O)(F)F)C[C@H]1C |o1:17|